ClC1=C(C=CC2=C1C(=N[C@H](C=1N2C(=NN1)C)C)C=1C=C(C=CC1F)O)Cl 3-[(4S)-7,8-dichloro-1,4-dimethyl-4H-[1,2,4]triazolo[4,3-a][1,4]benzodiazepin-6-yl]-4-fluorophenol